COC=1C(N(C(=NC1C=1OC=2C=NC=CC2N1)N1C(C2=CC=CC=C2CC1)C1=CC=CC=C1)C)=O 5-methoxy-3-methyl-6-(oxazolo[5,4-c]pyridin-2-yl)-2-(1-phenyl-3,4-dihydroisoquinolin-2(1H)-yl)pyrimidin-4(3H)-one